N-[(15aS,16R)-17,17,20-trifluoro-3,7-dimethyl-1-oxo-2,3,15a,16,17,18-hexahydro-1H,15H-4,8-(azeno)-14,10-(metheno)pyrrolo[1,2-j][1,8,10]oxadiazacycloheptadecin-16-yl]methanesulfonamide FC1([C@@H]([C@H]2N(C(NC(C=3C=CC(=C(OC=4C=CC=C(C2)C4F)N3)C)C)=O)C1)NS(=O)(=O)C)F